C(C1=CC=CC=C1)OCCCCC([2H])[2H] 5-(benzyloxy)pentane-1,1-d